C1(CC1)CC(=O)NC1=CSC(=C1)C1=NC(=CN=C1)C1=CC(=C(C=C1)S(N(C)CCN(C)C)(=O)=O)OC 2-cyclopropyl-N-(5-(6-(4-(N-(2-(dimethylamino)ethyl)-N-methylsulfamoyl)-3-methoxyphenyl)pyrazin-2-yl)thiophen-3-yl)acetamide